pentylene diacrylate C(C=C)(=O)OCCCCCOC(C=C)=O